(1S)-1-[(1S,4aR,5R,8aS)-1-methyl-1,2,3,4,4a,5,6,7,8,8a-decahydroisoquinolin-5-yl]-2,2-difluoro-ethanol hydrochloride Cl.C[C@@H]1NCC[C@H]2[C@@H](CCC[C@H]12)[C@@H](C(F)F)O